C(C)(C)(C)OC(=O)N1CC(C1)C1=C(C2=C(N=NC(=C2)C2=C(C=CC=C2)O)N1COCC[Si](C)(C)C)C1CC1 3-[5-cyclopropyl-3-(2-hydroxyphenyl)-7-{[2-(trimethylsilyl)ethoxy]Methyl}pyrrolo[2,3-c]Pyridazin-6-yl]Azetidine-1-carboxylic acid tert-butyl ester